C[Zn]OC(C)C methylisopropoxyzinc